C(C)C1=NC(=CC=C1C=1C=C(C(N(C1)C)=O)C)N1CCN(CC1)CC1=CC=C(C=C1)N1CCNCC1 5-[2-ethyl-6-[4-[(4-piperazin-1-ylphenyl)methyl]piperazin-1-yl]-3-pyridinyl]-1,3-dimethyl-pyridin-2-one